NCCCNCC1=CC=C(C(=O)NC2=CC=C(C=C2)S(=O)(=O)N2CCN(CC2)C2=NC(=CC(=C2)C(F)(F)F)OCC)C=C1 4-[(3-Aminopropylamino)methyl]-N-[4-[4-[6-ethoxy-4-(trifluoromethyl)-2-pyridyl]piperazin-1-yl]sulfonylphenyl]benzamide